(S,E)-Methyl-7-(1-(2-(bicyclo[2.2.1]hept-5-en-2-ylamino)-2-oxoethyl)-2-oxo-1,2-dihydropyridin-3-ylamino)-6-(3-methylbenzofuran-2-carboxamido)-7-oxohept-2-enoat COC(\C=C\CC[C@@H](C(=O)NC=1C(N(C=CC1)CC(=O)NC1C2C=CC(C1)C2)=O)NC(=O)C=2OC1=C(C2C)C=CC=C1)=O